O[C@@H]1C[C@H](N(C1)C(CC1=CC(=NO1)C)=O)C(=O)NCC1=CC=C(C=C1)N1CCCC1 (2S,4R)-4-hydroxy-1-(2-(3-methylisoxazol-5-yl)acetyl)-N-(4-(pyrrolidin-1-yl)benzyl)pyrrolidine-2-carboxamide